The molecule is a dipeptide that is the N-(beta-alanyl) derivative of L-histidine. It has a role as an anticonvulsant, an antioxidant, an antineoplastic agent, a human metabolite, a Daphnia magna metabolite and a mouse metabolite. It is a conjugate acid of a carnosinate. It is a tautomer of a carnosine zwitterion. C1=C(NC=N1)C[C@@H](C(=O)O)NC(=O)CCN